(3-methyl-2-(pyrimidin-2-yl)-1H-indol-5-yl)methanamine CC1=C(NC2=CC=C(C=C12)CN)C1=NC=CC=N1